1-((3R,4S)-4-((5-(1-((R)-1,1-difluoropropan-2-yl)-1H-benzo[d][1,2,3]triazol-6-yl)-6-fluoro-4-methoxypyrrolo[2,1-f][1,2,4]triazin-2-yl)amino)-3-fluoropiperidin-1-yl)ethan-1-one-2,2,2-d3 FC([C@@H](C)N1N=NC2=C1C=C(C=C2)C=2C(=CN1N=C(N=C(C12)OC)N[C@@H]1[C@@H](CN(CC1)C(C([2H])([2H])[2H])=O)F)F)F